Benzofuran-3-ylboron O1C=C(C2=C1C=CC=C2)[B]